ClC=1C=C(C=CC1F)N(C(=O)[C@H]1N(CCC1)C1=NC(=CC(=C1)C(F)(F)F)C)CCCN1C[C@@H](CC1)F (S)-N-(3-chloro-4-fluorophenyl)-N-(3-((R)-3-fluoropyrrolidin-1-yl)propyl)-1-(6-methyl-4-(trifluoromethyl)pyridin-2-yl)pyrrolidine-2-carboxamide